FC1=C(C=C(C=C1)C(F)(F)F)C1=NC(=C2C(=N1)N(N=C2)C2=CC=CC=C2)NC(=O)C=2SC(=CC2)[N+](=O)[O-] N-(6-(2-fluoro-5-(trifluoromethyl)phenyl)-1-phenyl-1H-pyrazolo[3,4-d]pyrimidin-4-yl)-5-nitrothiophene-2-carboxamide